NC1=NC(=C2N=CN(C2=N1)CC1=C(C=CC=C1F)F)C1=CC(=NC=C1)C#N 4-[2-Amino-9-[(2,6-Difluorophenyl)Methyl]Purin-6-Yl]Pyridine-2-Carbonitrile